BrC1=C2C(=CN=CC2=CC=C1)N1C(NC2=CC=C(C=C2C1=O)C(F)(F)F)=O 3-(5-bromoisoquinolin-4-yl)-6-(trifluoromethyl)quinazoline-2,4(1H,3H)-dione